CC1=CC=C(C=C1)S(=O)(=O)NC=1C=CC=C2CCN(C12)C(C)=O 4-methyl-N-(1-acetylindolin-7-yl)benzenesulfonamide